1-(1-(5-(difluoromethyl)-2-methoxyphenyl)-6-(pyrazolo[1,5-a]pyrimidin-3-yl)-1H-pyrazolo[4,3-c]pyridin-3-yl)-N2,N2-dimethylethane-1,2-diamine FC(C=1C=CC(=C(C1)N1N=C(C=2C=NC(=CC21)C=2C=NN1C2N=CC=C1)C(CN(C)C)N)OC)F